[OH-].C(CCC)[N+](CCCC)(CCCC)CCCC N,N,N,N-tetrabutylammonium hydroxide